4-(4-chlorophenyl)-N-methyl-N-(1-methylpiperidin-3-yl)phthalazin-1-amine ClC1=CC=C(C=C1)C1=NN=C(C2=CC=CC=C12)N(C1CN(CCC1)C)C